Cl.ClC=1C=NN2C1C(=CC(=C2)C=2N=NN(C2C)C2CCNCC2)OC(CO)C2=NC=C(C=C2)F 2-[3-Chloro-6-[5-methyl-1-(4-piperidyl)triazol-4-yl]pyrazolo[1,5-a]pyridin-4-yl]oxy-2-(5-fluoro-2-pyridyl)ethanol, hydrochloride